N,N-dimethyl-difluoroacetamide CN(C(C(F)F)=O)C